O=C(/C=C/C1=CC=C(C=C1)C1=CC=C(OCCOC=2C=C(C=C(C2)C(=O)O)C(=O)O)C=C1)C1=CC=CC=C1 5-[2-[4-[4-[(E)-3-Oxo-3-phenylprop-1-enyl]phenyl]phenoxy]ethoxy]benzene-1,3-dicarboxylic acid